2-fluoro-4-(1-methoxy-3,3-dimethylcyclobutyl)pyridine FC1=NC=CC(=C1)C1(CC(C1)(C)C)OC